tert-Butyl 3-((2,6-dioxopiperidin-3-yl)amino)-6-nitro-1H-indazole-1-carboxylate O=C1NC(CCC1NC1=NN(C2=CC(=CC=C12)[N+](=O)[O-])C(=O)OC(C)(C)C)=O